5-(aminomethyl)-1-methyl-pyrrolidin-2-one NCC1CCC(N1C)=O